(E)-1-(4-(benzo[d]thiazol-2-yl)piperazin-1-yl)-3-(3,4-dimethoxyphenyl)prop-2-en-1-one S1C(=NC2=C1C=CC=C2)N2CCN(CC2)C(\C=C\C2=CC(=C(C=C2)OC)OC)=O